C(C1=CC=CC=C1)OC=1C=CC2=C(C(=C(O2)C)C(=O)N[C@H]2CC[C@H](CC2)NC(OC(C)(C)C)=O)C1 tert-butyl (cis-4-(5-(benzyloxy)-2-methylbenzofuran-3-carboxamido)cyclohexyl)carbamate